N2-(1-methylazetidin-3-yl)-N4-(2-(trifluoromethyl)benzyl)pyrido[2,3-d]pyrimidine-2,4-diamine CN1CC(C1)NC=1N=C(C2=C(N1)N=CC=C2)NCC2=C(C=CC=C2)C(F)(F)F